ClC=1C=CC=C2C=C(NC12)C(=O)N[C@H](C(=O)N[C@@H](CC1C(NC2(CC2)C1)=O)C#N)CC1CC1 7-chloro-N-[(1S)-2-[[(1S)-1-cyano-2-(5-oxo-4-azaspiro[2.4]heptan-6-yl)ethyl]amino]-1-(cyclopropylmethyl)-2-oxo-ethyl]-1H-indole-2-carboxamide